NC1=NC(=C(C=2N1N=C(N2)CC2=NC=CC=C2)C2=C(N=C(O2)C)COC)C2=C(C#N)C=CC=C2 (5-amino-8-(4-(methoxymethyl)-2-methyl-oxazol-5-yl)-2-(pyridin-2-ylmethyl)-[1,2,4]triazolo[1,5-c]pyrimidin-7-yl)benzonitrile